6-(1H-imidazol-1-yl)-5-methoxy-N-((1r,4r)-4-methoxycyclohexyl)picolinamide N1(C=NC=C1)C1=C(C=CC(=N1)C(=O)NC1CCC(CC1)OC)OC